5-benzoyl-2,3-dihydropyrrolizin-1-one C(C1=CC=CC=C1)(=O)C=1N2CCC(C2=CC1)=O